CC1C(NC2=CN(N=C2C=2C=CN=C(CCCC1)C2)C=2C=NC=CC2)=O 9-methyl-4-(pyridin-3-yl)-3,4,7,15-tetraazatricyclo[12.3.1.02,6]Octadec-1(18),2,5,14,16-pentaen-8-one